2-(3-methoxy-5-((1s,3s)-3-methoxy-1-(4-methyl-4H-1,2,4-triazol-3-yl)cyclobutyl)phenyl)-6-(((1-methylcyclobutyl)amino)methyl)-4-(trifluoromethyl)isoindolin-1-one COC=1C=C(C=C(C1)C1(CC(C1)OC)C1=NN=CN1C)N1C(C2=CC(=CC(=C2C1)C(F)(F)F)CNC1(CCC1)C)=O